O(C1=CC=CC=C1)CO phenoxyl-methanol